CC1OC(CN(C1)C1=CC=C(C(=N1)C)C1(C2CC(C(C1)CC2)N)N)C 2-(6-(2,6-dimethylmorpholino)-2-methylpyridin-3-yl)bicyclo[2.2.2]octane-2,5-diamine